IC=1C=C(C=CC1)C1=NC=2N(C(=C1)N1CCN(CC1)CCO)N=C(C2C2=CC=CC=C2)C 2-(4-(5-(3-iodophenyl)-2-methyl-3-phenylpyrazolo[1,5-a]pyrimidin-7-yl)piperazin-1-yl)ethanol